N(=C=S)C1=C(C=CC=C1C)C 2-isothiocyanato-1,3-xylene